2-AMINO-5-IODOPYRIDINE-3-CARBOXALDEHYDE NC1=NC=C(C=C1C=O)I